ClC1=C(C=C(CC(C(=O)N)(C)C)C=C1)C=1NC(C=C(N1)C1=CC(=NC=C1)C(F)(F)F)=O (4-chloro-3-{6-oxo-4-[2-(trifluoromethyl)pyridin-4-yl]-1,6-dihydropyrimidin-2-yl}benzyl)isobutyramide